N-(4-(methylsulfonyl)phenyl)-5-((4-(morpholinomethyl)phenyl)ethynyl)-2,6-naphthyridin-3-amine CS(=O)(=O)C1=CC=C(C=C1)NC=1N=CC2=CC=NC(=C2C1)C#CC1=CC=C(C=C1)CN1CCOCC1